[Si].[Ru] ruthenium-silicon